(5R,8S)-N-(4-cyanophenyl)-1-fluoro-6,7,8,9-tetrahydro-5H-5,8-epiminocyclohepta[c]pyridine-10-carboxamide C(#N)C1=CC=C(C=C1)NC(=O)N1[C@@H]2CC[C@H]1CC=1C(=NC=CC12)F